FC1=C(C=CC(=C1)F)CNC(=O)C=1C(C(=C2N(C[C@@H]3OCC[C@H](N3C2=O)C)C1)OC)=O (4R,12aS)-N-[(2,4-difluorophenyl)methyl]-3,4,6,8,12,12a-hexahydro-7-methoxy-4-methyl-6,8-dioxo-2H-pyrido[1',2':4,5]pyrazino[2,1-b][1,3]oxazine-9-carboxamide